C(C)(C)C1=C(N(C=C1)C(=O)OC(C)(C)C)C(=O)OC 1-(tert-butyl) 2-methyl 3-isopropyl-1H-pyrrole-1,2-dicarboxylate